5-(4-fluorophenyl)-2,3-dihydroxypent-4-enoate FC1=CC=C(C=C1)C=CC(C(C(=O)[O-])O)O